(4-(1H-indol-2-yl)-1H-pyrrolo[2,3-c]pyridin-1-yl)(4-fluorophenyl)methanone N1C(=CC2=CC=CC=C12)C1=C2C(=CN=C1)N(C=C2)C(=O)C2=CC=C(C=C2)F